2-benzyl-3-(4-(3,4-dichlorophenyl)-5-isopropylthiazol-2-ylamino)propionic acid C(C1=CC=CC=C1)C(C(=O)O)CNC=1SC(=C(N1)C1=CC(=C(C=C1)Cl)Cl)C(C)C